BrC1=C(C=CC=C1)NC1=NC(=NC=C1C(=O)N)NC1=C(C=C2CCN(CC2=C1)S(=O)(=O)C1CC1)OC 4-[(2-bromophenyl)amino]-2-{[2-(cyclopropylsulfonyl)-6-methoxy-1,2,3,4-tetrahydroisoquinolin-7-yl]amino}pyrimidine-5-carboxamide